4-cyclobutylthiadiazole-5-carbaldehyde C1(CCC1)C=1N=NSC1C=O